benzyl 3-(3-((2-ethoxy-2-oxoethyl)sulfonyl)-2,2-dimethylpropoxy)-2-(3-iodophenyl)-2-methylpropanoate C(C)OC(CS(=O)(=O)CC(COCC(C(=O)OCC1=CC=CC=C1)(C)C1=CC(=CC=C1)I)(C)C)=O